CC1=NC(=CC=C1C=O)C(F)(F)F 2-methyl-6-(trifluoromethyl)pyridine-3-carbaldehyde